FC1=C(C(=O)O)C=CC=C1OC(F)(F)F 2-fluoro-3-trifluoromethoxybenzoic acid